1-(tert-butyl) 4-ethyl 4-methyl-5-oxo-azepane-1,4-dicarboxylate CC1(CCN(CCC1=O)C(=O)OC(C)(C)C)C(=O)OCC